2,3-dihydro-1H-indole-1-carboxamide N1(CCC2=CC=CC=C12)C(=O)N